(2S,6R)-2-hydroxy-2-methyl-6-methylamino-6-(3-(trifluoromethoxy)phenyl)cyclohexan-1-one hydrochloride Cl.O[C@@]1(C([C@@](CCC1)(C1=CC(=CC=C1)OC(F)(F)F)NC)=O)C